4-(5-(3-methoxyphenyl)isoxazol-3-yl)aniline COC=1C=C(C=CC1)C1=CC(=NO1)C1=CC=C(N)C=C1